(3R)-3-Cyclopentyl-3-[4-(4,4,5,5-tetramethyl-1,3,2-dioxaborolan-2-yl)-1H-pyrazol-1-yl]propanenitrile C1(CCCC1)[C@@H](CC#N)N1N=CC(=C1)B1OC(C(O1)(C)C)(C)C